ClC1=C(C=C(OC2=CC=C(C=C2)C2=NC3=CC(=C(C=C3C(=N2)N)OCCCN2CCOCC2)OC)C=C1)C(F)(F)F (4-(4-chloro-3-(trifluoromethyl)phenoxy)phenyl)-7-methoxy-6-(3-morpholinopropoxy)quinazolin-4-amine